C(C)NC(=O)NC1=CC=C(C=N1)C=1C=NN2C1C=C(C=C2)C(=O)N(C)C2=CC(=NC=C2)OC 3-[6-(ethylcarbamoylamino)-3-pyridyl]-N-(2-methoxy-4-pyridyl)-N-methyl-pyrazolo[1,5-a]pyridine-5-carboxamide